ClC=1N=NC(=CC1C1(CCCC1)F)Cl 3,6-dichloro-4-(1-fluorocyclopentyl)pyridazine